tert-butyl 4-(3-amino-4-nitrophenoxy)pyrazole-1-carboxylate NC=1C=C(OC=2C=NN(C2)C(=O)OC(C)(C)C)C=CC1[N+](=O)[O-]